N1(CCCCCC1)C=1N=C(C2=C(C=NNC2=O)N1)NC1=CC=C(C=C1)N1CC(N(CC1)CC)=O 2-(azepan-1-yl)-4-((4-(4-ethyl-3-oxopiperazin-1-yl)phenyl)amino)pyrimido[4,5-d]pyridazin-5(6H)-one